5-fluoro-2-(3-hydroxypropyl)pyridin-3-ol FC=1C=C(C(=NC1)CCCO)O